(R or S)-3-((4-amino-7-(3-fluoro-4-(2-(methylamino)ethoxy)benzyl)imidazo[2,1-f][1,2,4]triazin-2-yl)oxy)hexan-1-ol NC1=NC(=NN2C1=NC=C2CC2=CC(=C(C=C2)OCCNC)F)O[C@@H](CCO)CCC |o1:24|